(±)-trans-N-(isoquinolin-3-yl)-4-phenylpyrrolidine-3-carboxamide dihydrochloride Cl.Cl.C1=NC(=CC2=CC=CC=C12)NC(=O)[C@@H]1CNC[C@H]1C1=CC=CC=C1 |r|